5-(1-(3,5-Dichloropyridin-4-yl)ethoxy)-3-(5-(pyridin-3-ylsulfonyl)-1,4,5,6-Tetrahydropyrrolo[3,4-d]imidazol-2-yl)-1H-indazole ClC=1C=NC=C(C1C(C)OC=1C=C2C(=NNC2=CC1)C1=NC2=C(N1)CN(C2)S(=O)(=O)C=2C=NC=CC2)Cl